9,9-bis(4-amino-2-chlorophenyl)fluorene [2-(2,6-dioxopiperidin-3-yl)-4-[(3R)-oxan-3-yloxy]-3-oxo-2,3-dihydro-1H-isoindol-5-yl]methyl-N-[4-(4-fluorophenoxy)phenyl]carbamate O=C1NC(CCC1N1CC2=CC=C(C(=C2C1=O)O[C@H]1COCCC1)COC(NC1=CC=C(C=C1)OC1=CC=C(C=C1)F)=O)=O.NC1=CC(=C(C=C1)C1(C2=CC=CC=C2C=2C=CC=CC12)C1=C(C=C(C=C1)N)Cl)Cl